C1C(CCC2C3CCC4CCCCC4C3CC=C12)O 1,2,3,4,4a,4b,5,6,6a,7,8,9,10,10a,10b,11-hexadecahydrochrysen-2-ol